C1(=CC=CC=C1)C=1NC(=C(N1)C1=C(C=CC(=C1)Cl)Cl)C 2-Phenyl-4-(2,5-dichlorophenyl)-5-methylimidazole